COC(C[C@H](C#CC)C1=C(C=C(C=C1)OCC=C(C)C)F)=O (3R)-3-{2-fluoro-4-[(3-methylbut-2-en-1-yl)oxy]-phenyl}hex-4-ynoic acid methyl ester